(1R,7S,8r)-4-((2-(3,5-Dichlorophenyl)-6-((6-(4-methylpiperazin-1-yl)pyridazin-3-yl)oxy)pyridin-4-yl)methyl)-4-azabicyclo[5.1.0]octan ClC=1C=C(C=C(C1)Cl)C1=NC(=CC(=C1)CN1CC[C@H]2C[C@H]2CC1)OC=1N=NC(=CC1)N1CCN(CC1)C